4-vinyl-nicotinic acid methyl ester COC(C1=CN=CC=C1C=C)=O